3-Chloro-5-methyl-1H-pyrazole ClC1=NNC(=C1)C